O=C1N(C(CC1)=O)C(C(=O)[O-])COCCOCCN1C(C=CC1=O)=O 2,5-dioxopyrrolidin-1-yl-3-(2-(2-(2,5-dioxo-2,5-dihydro-1H-pyrrol-1-yl)ethoxy)ethoxy)propanoate